CN(C(C=O)C(CCC)=O)C 2-DIMETHYLAMINO-1,3-DIOXOHEXANE